C(CC)[C@@H]1CC[C@H](CC1)COC1=C(C(=CC=C1)F)F 1-((trans-4-propylcyclohexyl)methoxy)-2,3-difluorobenzene